2-((3,5-dimethylphenyl)amino)-6,7-dimethoxyquinazolin-4(3H)-one CC=1C=C(C=C(C1)C)NC1=NC2=CC(=C(C=C2C(N1)=O)OC)OC